4-amino-N-((3S)-6-((R)-N,S-dimethylsulfonimidoyl)-2,3-dihydro-1-benzofuran-3-yl)-N-methyl-1,3-dihydrofuro[3,4-c]quinoline-8-carboxamide NC1=NC=2C=CC(=CC2C2=C1COC2)C(=O)N(C)[C@@H]2COC1=C2C=CC(=C1)[S@@](=O)(=NC)C